N-(2-(4,4-difluoropiperidin-1-yl)-6-methylpyrimidin-4-yl)-3-(4,4-dimethyl-1,4-azasilinan-1-yl)-5-((2-hydroxyethyl)sulfonamido)pyrazine-2-carboxamide FC1(CCN(CC1)C1=NC(=CC(=N1)NC(=O)C1=NC=C(N=C1N1CC[Si](CC1)(C)C)NS(=O)(=O)CCO)C)F